FC=1C(=CC(=C(C1)NC(=O)C1(CC1)C(=O)NC1=CC=C(C=C1)F)C)OC1=CC=NC2=CC(=C(C=C12)OC)OCCCN1CCOCC1 N-[5-fluoro-2-methyl-4-({6-(methyloxy)-7-[(3-morpholin-4-ylpropyl)oxy]quinolin-4-yl}oxy)phenyl]-N'-(4-fluorophenyl)cyclopropane-1,1-dicarboxamide